F[C@@](C(=O)O)(C)C1=CC(=C(C=C1)F)F (αs)-α,3,4-trifluoro-phenylpropionic acid